FC1=NC=C(C=C1)[C@H]1NOCC1 2-fluoro-5-[(3S)-1,2-oxazolidin-3-yl]Pyridine